tert-butyl 4-((2,6-dibromopyridin-4-yl)methyl)piperazine-1-carboxylate BrC1=NC(=CC(=C1)CN1CCN(CC1)C(=O)OC(C)(C)C)Br